2-(4-((2,5,8,11,14,17-hexaoxanonadecan-19-yl)oxy)-1H-indol-3-yl)-N,N-dimethylethan-1-amine COCCOCCOCCOCCOCCOCCOC1=C2C(=CNC2=CC=C1)CCN(C)C